2-(TERT-BUTOXYCARBONYL)-5-CHLOROPHENYLBORONIC ACID C(C)(C)(C)OC(=O)C1=C(C=C(C=C1)Cl)B(O)O